1-deoxy-1-(3,4-dihydro-7,8-dimethyl-2,4-dioxobenzo[g]pteridin-10(2H)-yl)-D-ribitol CC=1C(=CC2=C(N=C3C(NC(N=C3N2C[C@H](O)[C@H](O)[C@H](O)CO)=O)=O)C1)C